C(C)OC(CC(CCCC(=O)O)=O)=O 7-ethoxy-5,7-dioxoheptanoic acid